N-(cyclopropylmethyl)-8-fluoro-6-hydroxy-7-(1,1,4-trioxo-1λ6,2,5-thiadiazolidin-2-yl)naphthalene-2-carboxamide C1(CC1)CNC(=O)C1=CC2=C(C(=C(C=C2C=C1)O)N1S(NC(C1)=O)(=O)=O)F